CC(C)(CO)C(C(=O)NCCC(=O)O)O The molecule is a member of the class of pantothenic acids that is an amide formed from pantoic acid and beta-alanine. It has a role as a plant metabolite. It is a conjugate acid of a pantothenate.